BrCC(=O)C1=C(C=CC=C1)C(F)(F)F 2-bromo-2'-trifluoromethylacetophenone